3-PIPERIDINEACETIC ACID N1CC(CCC1)CC(=O)O